ClC1=C(C=CC(=C1)Cl)N1C(=NN=C1SC)CCCCO 4-(4-(2,4-dichlorophenyl)-5-(methylthio)-4H-1,2,4-triazol-3-yl)butan-1-ol